dodecyl sarcosinate (lauryl sarcosinate) C(CCCCCCCCCCC)N(C)CC(=O)O.N(C)CC(=O)OCCCCCCCCCCCC